BrC=1C=CC=C2C(=NC(=NC12)NC1=CC(=CC(=C1)C)F)NC(C1CC1)C1CC1 8-bromo-N4-(dicyclopropylmethyl)-N2-(3-fluoro-5-methylphenyl)quinazoline-2,4-diamine